6-(4-(5-(3,4-dichlorophenyl)-7,7-dimethyl-6,7-dihydro-5H-pyrrolo[2,3-b]pyrazine-2-carbonyl)-3,3-dimethylpiperazin-1-yl)-2,4-dimethylnicotinic acid ClC=1C=C(C=CC1Cl)N1CC(C=2C1=NC=C(N2)C(=O)N2C(CN(CC2)C2=NC(=C(C(=O)O)C(=C2)C)C)(C)C)(C)C